1,3-dimethylpyrazinylimidazolium CN1C(C(=NC=C1)C)C=1NC=C[NH+]1